Cl.N1CC(C1)OC=1C=CC(=NC1)[C@H]1N([C@@H](CC2=C3C(=CC=C12)NN=C3)C)CC(F)F (6S,8R)-6-(5-(azetidin-3-yloxy)pyridin-2-yl)-7-(2,2-difluoroethyl)-8-methyl-6,7,8,9-tetrahydro-3H-pyrazolo[4,3-f]isoquinoline hydrochloride salt